5-(4-(5-fluoro-1H-indol-3-yl)furan-2-yl)-5-oxopentanoic acid FC=1C=C2C(=CNC2=CC1)C=1C=C(OC1)C(CCCC(=O)O)=O